C1NCC12CC(C2)NC2=NC=C(C(=N2)C2=CNC1=C(C(=CC=C21)F)P(C)(C)=O)C(F)(F)F (3-(2-((2-azaspiro[3.3]heptane-6-yl)amino)-5-(trifluoromethyl)pyrimidin-4-yl)-6-fluoro-1H-Indol-7-yl)dimethylphosphine oxide